BrC=1C(=C(C(=C2C(=CN=CC12)I)OC)F)F 8-bromo-6,7-difluoro-4-iodo-5-methoxyisoquinoline